N-(2-((2-(dimethylamino)ethyl)(methyl)amino)-5-((4-(8-fluoro-3-isopropyl-2-methylimidazo[1,2-a]pyridine-6-yl)pyrimidin-2-yl)amino)-4-methoxyphenyl)acrylamide CN(CCN(C1=C(C=C(C(=C1)OC)NC1=NC=CC(=N1)C=1C=C(C=2N(C1)C(=C(N2)C)C(C)C)F)NC(C=C)=O)C)C